C(#N)C(C#N)=C1C=CSC2=C1C=CC=C2 dicyanomethylene-4H-benzothiopyran